N1=CN=CC2=C1NC=C2C(=O)N 7H-pyrrolo[2,3-d]pyrimidine-5-carboxamide